OC1=CC(=NC2=C1C1=NC3=CC=CC=C3N=C1CC2=O)C(=O)O 1-hydroxy-5-oxo-5H-pyrido[3,2-A]phenazine-3-carboxylic acid